C[C@@H]1CN(C(=CC1)C=1C=CC2=CN(N=C2C1)C1CC(N(CC1)C)(C)C)C(=O)OC(C)(C)C tert-butyl (3S)-3-methyl-6-[2-(1,2,2-trimethyl-4-piperidyl)indazol-6-yl]-3,4-dihydro-2H-pyridine-1-carboxylate